3-(methylsulfonyloxymethyl)-3-methyloxetane CS(=O)(=O)OCC1(COC1)C